(S)-2-(3-Methyl-6-methylsulfonylpyridin-2-yl)-1-[2-(6-methylbenzo[d]isoxazol-3-yl)phenyl]ethan-1-amine hydrochloride Cl.CC=1C(=NC(=CC1)S(=O)(=O)C)C[C@H](N)C1=C(C=CC=C1)C1=NOC2=C1C=CC(=C2)C